1-(3-isopropyl-1H-pyrazol-5-yl)-2-methylpropan-1-one C(C)(C)C1=NNC(=C1)C(C(C)C)=O